2-methyl-3-butene-1-thiol CC(CS)C=C